ClC=1C=C(C(=NC1)C(=O)N1CC2=CC=CC=C2C[C@H]1CN1CCOCC1)N1N=C(C(=C1)C)C(=O)O (S)-1-(5-chloro-2-(3-(morpholinomethyl)-1,2,3,4-tetrahydroisoquinoline-2-carbonyl)pyridin-3-yl)-4-methyl-1H-pyrazole-3-carboxylic acid